p-Nitrophenylphosphoric Acid Disodium Salt [Na+].[Na+].[N+](=O)([O-])C1=CC=C(C=C1)OP([O-])([O-])=O